C(C1=CC=CC=C1)C1CCN(CC1)CCN1C(=CC2=CC(=CC=C12)F)C(=O)N 2-(4-benzylpiperidin-1-yl)ethyl-5-fluoro-1H-indol-2-carboxamide